[3-[4-[1-(2H-tetrazol-5-yl)cyclopropyl]phenyl]azetidin-1-yl]methanone methyl-5-fluoro-1-methyl-1H-pyrrolo[2,3-b]pyridine-4-carboxylate COC(=O)C=1C2=C(N=CC1F)N(C=C2)C.N=2NN=NC2C2(CC2)C2=CC=C(C=C2)C2CN(C2)C=O